2-(4-Fluoropiperidin-4-yl)-6-(2-methyl-2H-indazol-5-yl)-1,3-benzothiazol-Hydrochloride Cl.FC1(CCNCC1)C=1SC2=C(N1)C=CC(=C2)C2=CC1=CN(N=C1C=C2)C